(S)-1-(2-chloro-6-(3-ethylmorpholino)pyrimidin-4-yl)-N,N-dimethylmethanesulfonamide ClC1=NC(=CC(=N1)CS(=O)(=O)N(C)C)N1[C@H](COCC1)CC